N,N-Dioctadecyl-4-methylanilinium tetrakis(pentafluorophenyl)borate FC1=C(C(=C(C(=C1[B-](C1=C(C(=C(C(=C1F)F)F)F)F)(C1=C(C(=C(C(=C1F)F)F)F)F)C1=C(C(=C(C(=C1F)F)F)F)F)F)F)F)F.C(CCCCCCCCCCCCCCCCC)[NH+](C1=CC=C(C=C1)C)CCCCCCCCCCCCCCCCCC